C1(=CC=CC=C1)P(=O)(C1=CC=CC=C1)C1=[NH+]C=CC=C1O 2-(diphenylphosphoryl)-3-hydroxypyridinium